(+/-)-tert-Butyl (trans,trans)-3-(hydroxymethyl)-4-(3-hydroxyphenyl)-2-methylpiperidine-1-carboxylate OCC1C(N(CCC1C1=CC(=CC=C1)O)C(=O)OC(C)(C)C)C